C(=C)S(=O)(=O)C(CC)(O)S(=O)(=O)C=C 1,1-bis(vinylsulfonyl)-1-propanol